C[C@@H]1CCC=C([C@]12CC[C@H](C2)C(=C)C)C The molecule is a spiro compound that is vetispirane that has been dehydrogenated to introduce a double bond position 6-7 and in which the isopropyl subsbstituent has been replaced by a prop-1-en-2-yl group (the 2R,5S,10R isomer). It has a role as a plant metabolite. It is a spiro compound and a sesquiterpene. It derives from a hydride of a vetispirane.